di(anthracenyl)borane C1(=CC=CC2=CC3=CC=CC=C3C=C12)BC1=CC=CC2=CC3=CC=CC=C3C=C12